COC(C(C(C)C)C1=C(C(=NO1)O)F)=O 2-(4-fluoro-3-hydroxy-isoxazol-5-yl)-3-methyl-butyric acid methyl ester